CN(C1=CC=C2C=C(C(OC2=C1)=O)C1=CC=CC=C1)C 7-dimethylamino-3-phenylcoumarin